C(#N)[C@H](C[C@H]1C(NCC1)=O)NC(=O)[C@@H]1C[Si](CN1C(=O)C1=CC(=NO1)C)(C)C (R)-N-((S)-1-cyano-2-((S)-2-oxopyrrolidin-3-yl)ethyl)-3,3-dimethyl-1-(3-methylisoxazole-5-carbonyl)-1,3-azasilolidine-5-carboxamide